CCCCCCC(C(=O)[O-])O The molecule is a 2-hydroxy fatty acid anion that is the conjugate base of 2-hydroxyoctanoic acid, obtained by deprotonation of the carboxy group; major species at pH 7.3. It is a 2-hydroxy fatty acid anion and a hydroxyoctanoate. It is a conjugate base of a 2-hydroxyoctanoic acid.